tert-butyl N-(6-bromo-1-methyl-indazol-3-yl)-N-(2-cyanoethyl)carbamate BrC1=CC=C2C(=NN(C2=C1)C)N(C(OC(C)(C)C)=O)CCC#N